F[C@H]1[C@@H](C1)C(=O)C=1N=C2N(N1)[C@H](C[C@H]2F)C2=CC=CC=C2 [(1S,2R)-2-fluorocyclopropyl]-[(5R,7R)-7-fluoro-5-phenyl-6,7-dihydro-5H-pyrrolo[1,2-b][1,2,4]triazol-2-yl]methanone